(R)-6-((cyclopropyl(pyridine-2-yl)methyl)amino)-5-fluoro-N-hydroxynicotinamide C1(CC1)[C@H](C1=NC=CC=C1)NC1=NC=C(C(=O)NO)C=C1F